(S)-1-(2-((2-chloro-4-fluorophenyl)-amino)pyrimidin-4-yl)-N-(1-(3-chlorophenyl)-2-hydroxy-ethyl)-1H-pyrrole-3-carboxamide ClC1=C(C=CC(=C1)F)NC1=NC=CC(=N1)N1C=C(C=C1)C(=O)N[C@H](CO)C1=CC(=CC=C1)Cl